C1=CC=C(C=C1)C2=NN([N+](=N2)C3=CC=C(C=C3)[N+](=O)[O-])C4=CC=C(C=C4)I.[Cl-] Iodonitrotetrazolium